N-(3-(7H-benzo[c]carbazol-7-yl)-2-bromophenyl)-N-phenylnaphthalen-2-amine C1=CC=CC=2C=CC=3N(C=4C=CC=CC4C3C21)C=2C(=C(C=CC2)N(C2=CC1=CC=CC=C1C=C2)C2=CC=CC=C2)Br